BrC1=C2C=CNC2=C(C=C1)C(=O)OC Methyl 4-bromo-1h-indole-7-carboxylate